(phenylmethylene)ruthenium dichloride C1(=CC=CC=C1)C=[Ru](Cl)Cl